FC1(OC(OC1(F)F)=C(F)F)F perfluoro-2-methylene-1,3-dioxolane